Cl.CC=1C=C(C=CC1)SN1CCCCC1 (3-methylphenyl)thiopiperidine hydrochloride